C(CCCC)/C(=C/C(=O)[O-])/CCCCCCCCCC (Z)-3-pentyltridec-2-enoate